BrC1=CC(=C(C=C1F)CC=1N(C2=C(N1)C(=CC(=C2)C(=O)OCC)F)C[C@H]2OCC2)F ethyl 2-[(4-bromo-2,5-difluoro-phenyl)methyl]-7-fluoro-3-[[(2S)-oxetan-2-yl]methyl]benzimidazole-5-carboxylate